C1(=C(C=C(C=C1)C)C)P(C1=C(C=C(C=C1)C)C)C1=C(C=C(C=C1)C)C tri-(2,4-xylyl)phosphine